OC1C(C(OC2=CC(=CC(=C12)O)OC)C1=CC=CC=C1)=O 4,5-dihydroxy-7-methoxyflavanone